(3R,7S)-9-(1-(5-(1H-1,2,4-triazol-1-yl)pyridin-2-yl)ethyl)-2-(3,4-dichlorobenzoyl)-3-methyl-10-oxo-1,2,3,4,7,8,9,10-octahydropyrido[4',3':3,4]Pyrazolo[1,5-a]Pyrazine-7-carboxylic acid N1(N=CN=C1)C=1C=CC(=NC1)C(C)N1C(C=2N([C@@H](C1)C(=O)O)N=C1C2CN([C@@H](C1)C)C(C1=CC(=C(C=C1)Cl)Cl)=O)=O